N1N=C(C=C1)CC=1SC2=C(N(C=3C(N(N=CC32)CC=3N=CSC3OC)=O)C)N1 2-((1H-pyrazol-3-yl)methyl)-6-((5-methoxythiazol-4-yl)methyl)-4-methyl-4H-thiazolo[5',4':4,5]pyrrolo[2,3-d]pyridazin-5(6H)-one